C1(=CC=CC=C1)C(C(=O)O)N1CCC(CC1)C(F)(F)F phenyl[4-(trifluoromethyl)piperidin-1-yl]acetic acid